ClC1=C(C=C(C=C1)C(C(=O)N)(C)C1CCC(CC1)C1=CC=NC2=CC=C(C=C12)F)OC1CCNCC1 (4-chloro-3-(piperidin-4-yloxy)phenyl)-2-((1s,4s)-4-(6-fluoroquinolin-4-yl)cyclohexyl)propanamide